2-(3-((6-chloro-4-methoxypyridin-3-yl)carbamoyl)-3-(2-isopropylphenyl)azetidine-1-carboxamido)ethyl methacrylate C(C(=C)C)(=O)OCCNC(=O)N1CC(C1)(C1=C(C=CC=C1)C(C)C)C(NC=1C=NC(=CC1OC)Cl)=O